NC1=NC=CC(=C1)CN1C(C=C(C=C1)N1N=C(C2=NC=CC=C21)C2=CC=C(C=C2)C(F)(F)F)=O 1-((2-aminopyridin-4-yl)methyl)-4-(3-(4-(trifluoromethyl)phenyl)-1H-pyrazolo[4,3-b]pyridin-1-yl)pyridin-2(1H)-one